C(C)C(CC)=NCCNCCN=C(CC)CC 3,11-diethyl-4,7,10-triaza-3,10-tridecadiene